4-(1-methyl-1H-pyrazol-4-yl)-1H-imidazole CN1N=CC(=C1)C=1N=CNC1